O=C1N(C=NN1)C1=CC=C(C=C1)C 5-oxo-4-(p-tolyl)-4,5-dihydro-1H-1,2,4-triazole